N=1N(N=C2C1C=CC=C2)C2=C(C(=CC(=C2)C(CC)(C)C)C(CC)(C)C)O 2-(2H-benzotriazol-2-yl)-4,6-bis(1,1-dimethylpropyl)phenol